C1(=CC=CC=C1)S(=O)(=O)O.C(C1=CC=CC=C1)OC([C@@H](N)CCCCN)=O lysine benzyl ester benzenesulfonate